2-((3,5-dimethyl-4-oxo-3,4-dihydroquinazolin-6-yl)oxy)-3,6-difluorobenzonitrile CN1C=NC2=CC=C(C(=C2C1=O)C)OC1=C(C#N)C(=CC=C1F)F